N,N-bis(2,4-dimethoxybenzyl)-2,3,4,5-tetrafluorobenzenesulfonamide COC1=C(CN(S(=O)(=O)C2=C(C(=C(C(=C2)F)F)F)F)CC2=C(C=C(C=C2)OC)OC)C=CC(=C1)OC